O=C1N(C=CC(N1)=O)CCC(=O)O 3-(2,4-dioxo-3H-pyrimidin-1-yl)propanoic acid